BrC1=C(C(=CC(=C1)F)F)C(CCCNC(OC(C)(C)C)=O)=O tert-butyl N-[4-(2-bromo-4,6-difluoro-phenyl)-4-oxo-butyl]carbamate